(R)-1-(3-(5-(3-hydroxy-1-methyl-2-oxopyrrolidin-3-yl)isoxazol-3-yl)phenyl)-1H-indazole-3-carboxylic acid ethyl ester C(C)OC(=O)C1=NN(C2=CC=CC=C12)C1=CC(=CC=C1)C1=NOC(=C1)[C@]1(C(N(CC1)C)=O)O